(1S,2S)-2-phenylcyclopropanecarboxylic acid methyl ester (methyl (1S,2S)-2-phenylcyclopropane-1-carboxylate) C[C@]1([C@@H](C1)C1=CC=CC=C1)C(=O)O.COC(=O)[C@@H]1[C@H](C1)C1=CC=CC=C1